FC(C=1C=C(C=C(C1)C(F)(F)F)C=1N=NNN1)(F)F 5-[3,5-Bis(trifluoromethyl)phenyl]-2H-tetrazole